ClCC1=CC=C(C=C1)C(C(F)(F)F)OC 1-(Chloromethyl)-4-(2,2,2-trifluoro-1-methoxyethyl)benzene